2-(3-acetyl-5-(3-methyl-3-(1-methylpiperidin-4-yl)ureido)-1H-indazol-1-yl)-N-(2-((3-chloro-2-fluorophenylmethyl)amino)-2-oxoethyl)-N-isopropylacetamide C(C)(=O)C1=NN(C2=CC=C(C=C12)NC(=O)N(C1CCN(CC1)C)C)CC(=O)N(C(C)C)CC(=O)NCC1=C(C(=CC=C1)Cl)F